(5'R)-1-benzoyl-5'-(3,5-difluorophenyl)tetrahydro-3'H-spiro[piperidine-4,2'-pyrrolo[2,1-b]thiazol]-3'-one C(C1=CC=CC=C1)(=O)N1CCC2(C(N3C(S2)CC[C@@H]3C3=CC(=CC(=C3)F)F)=O)CC1